1-methyl-6-fluoro-1,3-dihydro-2H-benzo[d]imidazol-2-one CN1C(NC2=C1C=C(C=C2)F)=O